5-chloro-N-[rac-(1S)-1-[[(3-amino-3-oxo-propyl)-[rac-(2R)-2-chloro-2-fluoro-acetyl]amino]carbamoyl]-3-methyl-butyl]-1H-indole-2-carboxamide ClC=1C=C2C=C(NC2=CC1)C(=O)N[C@@H](CC(C)C)C(NN(C([C@H](F)Cl)=O)CCC(=O)N)=O |r|